7-[5-(benzyloxy)bicyclo[3.1.1]heptan-1-yl]-5-methoxy-3-[2-(methoxymethoxy)-6-methyl-4-(trifluoromethyl)phenyl]-7H-pyrrolo[2,3-c]pyridazine C(C1=CC=CC=C1)OC12CCCC(C1)(C2)N2C=C(C1=C2N=NC(=C1)C1=C(C=C(C=C1C)C(F)(F)F)OCOC)OC